C(C)(C)(C)OC(=O)N1[C@@H](CCC1)COC=1N=C(C2=C(N1)CN(CC2)C2=CC=CC1=CC=CC(=C21)Cl)N2C[C@@H](NCC2)CC#N (2S)-2-[[7-(8-chloro-1-naphthyl)-4-[(3S)-3-(cyanomethyl)piperazin-1-yl]-6,8-dihydro-5H-pyrido[3,4-d]pyrimidin-2-yl]oxymethyl]pyrrolidine-1-carboxylic acid tert-butyl ester